COC=1C=C2C(=NC(=NC2=CC1OC)C)N[C@H](C)C=1C=C(C=CC1)C=1C=NN(C1)CCO 2-[4-(3-{(1R)-1-[(6,7-dimethoxy-2-methylquinazolin-4-yl)amino]ethyl}phenyl)-1H-pyrazol-1-yl]ethanol